FC(C=1C=2N(C=CC1)N=C(C2)[C@@H]2N(CCC1=C2N=CN1)C(=O)C=1OC(=NN1)C=1C(=NC=CC1)C)F (R)-(4-(4-(difluoromethyl)pyrazolo[1,5-a]pyridin-2-yl)-6,7-dihydro-1H-imidazo[4,5-c]pyridin-5(4H)-yl)(5-(2-methylpyridin-3-yl)-1,3,4-oxadiazol-2-yl)methanone